disodium 1,4-naphthalenedicarboxylate C1(=CC=C(C2=CC=CC=C12)C(=O)[O-])C(=O)[O-].[Na+].[Na+]